1,2,3,4-tetrachlorobutane ClCC(C(CCl)Cl)Cl